CS(=O)(=O)CC1CN(C1)C=1C=CC(=C2C=C(N=CC12)NC1=NC(=NC=C1)N1C[C@@H]([C@@H](CC1)OCCOC)O)C(C)C (3S,4R)-1-[4-({8-[3-(methanesulfonylmeth-yl)azetidin-1-yl]-5-(propan-2-yl)isoquinolin-3-yl}amino)pyrimidin-2-yl]-4-(2-methoxyethoxy)piperidin-3-ol